(3,4,5-trifluorophenyl)-3-(trans-3-(((S)-4,7,8-trimethyl-6-oxo-5,6,7,8-tetrahydropteridin-2-yl)amino)cyclobutyl)urea FC=1C=C(C=C(C1F)F)NC(=O)N[C@@H]1C[C@H](C1)NC1=NC=2N([C@H](C(NC2C(=N1)C)=O)C)C